2-ethylbutyl (3S,4aS,6S,8aR)-6-{2-[2-(acetoxymethyl)-2H-tetraazol-5-yl]ethyl}-6-fluoroperhydro-3-isoquinolinecarboxylate C(C)(=O)OCN1N=C(N=N1)CC[C@@]1(C[C@@H]2C[C@H](NC[C@@H]2CC1)C(=O)OCC(CC)CC)F